C(C)N(C1=CC(=C(C=C1)C=1CSC2=CC(=CC=C2C1C1=CC=C(C=C1)O[C@@H]1CN(CC1)CCCF)O)F)CC 3-[4-(diethylamino)-2-fluoro-phenyl]-4-[4-[(3S)-1-(3-fluoropropyl)pyrrolidin-3-yl]oxyphenyl]-2H-thiochromen-7-ol